3,3-Bis-[2-(p-dimethylaminophenyl)-2-(p-methoxyphenyl)vinyl]-4,5,6,7-tetrabromophthalide CN(C1=CC=C(C=C1)C(=CC1(OC(=O)C2=C(C(=C(C(=C12)Br)Br)Br)Br)C=C(C1=CC=C(C=C1)N(C)C)C1=CC=C(C=C1)OC)C1=CC=C(C=C1)OC)C